tri(4-(4-(4,5-dihydrooxazole-2-yl)phenoxy)phenyl)methane O1C(=NCC1)C1=CC=C(OC2=CC=C(C=C2)C(C2=CC=C(C=C2)OC2=CC=C(C=C2)C=2OCCN2)C2=CC=C(C=C2)OC2=CC=C(C=C2)C=2OCCN2)C=C1